(R)-5-cyano-N-(1,1-dioxido-2,3-dihydrothiophen-3-yl)-2-oxo-6-phenyl-1,2-dihydropyridine-3-carboxamide C(#N)C=1C=C(C(NC1C1=CC=CC=C1)=O)C(=O)N[C@H]1CS(C=C1)(=O)=O